2,3,4-trimethyl-5,7-dihydro-6H-pyrrolo[3,4-b]Pyridine CC1=C(C(=C2C(=N1)CNC2)C)C